hexyne-1,6-dicarboxylic acid C(#CCCCCC(=O)O)C(=O)O